C1(C=2C(C(N1CCS(=O)(=O)N1CCC(CC1)N)=O)=CC=CC2)=O 1-(2-phthalimidoethanesulfonyl)-4-aminopiperidin